FC1=C(C=CC(=C1)F)C1=CC(=C(C=C1)OC)NC1=NC=NC2=CC(=C(C=C12)OC1CCN(CC1)C(C=C)=O)OCC 1-(4-((4-((2',4'-difluoro-4-methoxy-[1,1'-biphenyl]-3-yl)amino)-7-ethoxyquinazolin-6-yl)oxy)piperidin-1-yl)prop-2-en-1-one